BrC1=CC=C(C=C1)C=1CCN(CC1)CC(OC)OC 4-(4-Bromophenyl)-1-(2,2-dimethoxyethyl)-1,2,3,6-tetrahydropyridine